(S)-1-(4,6-bis(trifluoromethyl)pyridin-2-yl)-N-cyclopropyl-N-(4-fluorophenyl)pyrrolidine-2-carboxamide FC(C1=CC(=NC(=C1)C(F)(F)F)N1[C@@H](CCC1)C(=O)N(C1=CC=C(C=C1)F)C1CC1)(F)F